[(2S,4R)-2-[(1-methylindazol-5-yl)methylcarbamoyl]-4-(p-tolylmethyl)pyrrolidine-1-carbonyl]piperidine-1-carboxylate CN1N=CC2=CC(=CC=C12)CNC(=O)[C@H]1N(C[C@@H](C1)CC1=CC=C(C=C1)C)C(=O)OC(=O)N1CCCCC1